C[C@]1(NCC1)C(=O)N (R)-2-methylazetidine-2-carboxamide